C(C)OC1CN(C1)[C@@H]1[C@H]([C@H]2CC[C@@H]1C2)OC=2C=C1CN(C(C1=CC2)=O)C2C(NC(CC2)=O)=O 3-(5-(((1s,2s,3s,4r)-3-(3-ethoxyazetidin-1-yl)bicyclo[2.2.1]hept-2-yl)oxy)-1-oxoisoindolin-2-yl)piperidine-2,6-dione